ClC=1C=CC(=C(C1)O)C1=C2C(=C(N=N1)NC[C@@]1(COCC1)F)C=NC=C2 (S)-5-chloro-2-(4-(((3-fluorotetrahydrofuran-3-yl)methyl)amino)pyrido[3,4-d]pyridazin-1-yl)phenol